((s)-3-(((4-methoxyphenyl)diphenylmethyl)thio)-2-methylpropanoyl)-Z-proline COC1=CC=C(C=C1)C(SC[C@H](C(=O)N1[C@@H](CCC1)C(=O)O)C)(C1=CC=CC=C1)C1=CC=CC=C1